1-(3-(4-((((1r,4r)-4-aminocyclohexyl)(methyl)amino)methyl)piperidin-1-yl)phenyl)dihydropyrimidine-2,4(1H,3H)-dione NC1CCC(CC1)N(C)CC1CCN(CC1)C=1C=C(C=CC1)N1C(NC(CC1)=O)=O